Phenyl-maleinimid C1(=CC=CC=C1)C=1C(=O)NC(C1)=O